methyl (E)-4-(((tert-butylsulfinyl)imino)methyl)-2-methylbenzoate C(C)(C)(C)S(=O)\N=C\C1=CC(=C(C(=O)OC)C=C1)C